FC1=C(C(=O)OCCC)C(=CC(=C1)F)F n-propyl 2,4,6-trifluoro-benzoate